C(C)(C)(C)OC(=O)N1[C@@H](C[C@@H](C1)NC1=CC(=C(C=C1)OC(F)F)OCC1CC1)CO (2S,4S)-4-((3-(cyclopropylmethoxy)-4-(difluoromethoxy)phenyl)amino)-2-(hydroxymethyl)pyrrolidine-1-carboxylic acid tert-butyl ester